CO\N=C\1/CCC(C2=CC=CC=C12)(C)C (E)-4,4-dimethyl-3,4-dihydronaphthalen-1(2H)-one O-methyloxime